COC1=CC(=CC2=C1O[C@H]([C@@H]2CO)C3=CC(=C(C=C3)O)OC)/C=C/C(=O)[O-] The molecule is a monocarboxylic acid anion that is the conjugate base of glycosmisic acid, obtained by deprotonation of the carboxy group; major species at pH 7.3. It is a conjugate base of a (2R,3S)-glycosmisic acid.